C(CCC)C1=NC(=C(C(N1C1=C(C=CC=C1OC)OC)=O)CC1=CC=C(C=C1)CN1N=CC=C1)O 2-butyl-3-(2,6-dimethoxyphenyl)-6-hydroxy-5-{[4-(1H-pyrazol-1-ylmethyl)phenyl]methyl}-3,4-dihydropyrimidin-4-one